C1(CC1)NC(=O)C1=CC=C(C=C1)S(=O)(=O)NC(C=1C(=CC=CC1)OC)=O N-[4-(cyclopropylcarbamoyl)phenylsulfonyl]-o-anisamide